ClC1=C(C=C(C(C=O)=C1)O)C 5-chloro-4-methyl-salicylaldehyde